4,7,10,13-tetraoxa-16-azabehenic acid C(CCOCCOCCOCCOCCNCCCCCC)(=O)O